CC=1C=C(C=C(C1C)C)N=C=S 3,4,5-trimethyl-1-isothiocyanatobenzene